N1CCOCCC1 Homomorpholine